N(CCCCCCCCCCCC(=O)O)CCCCCCCCCCCC(=O)O iminodidodecanoic acid